ClC=1C(=CC(=C(C1)B1OC(C(O1)(C)C)(C)C)C)C1(CCC1)C 2-[5-chloro-2-methyl-4-(1-methylcyclobutyl)phenyl]-4,4,5,5-tetramethyl-1,3,2-dioxaborolane